N-((6-(6-tosyl-1,6-diazaspiro[3.3]heptan-1-yl)pyridin-2-yl)sulfonyl)cyclopropane-1-carboxamide S(=O)(=O)(C1=CC=C(C)C=C1)N1CC2(CCN2C2=CC=CC(=N2)S(=O)(=O)NC(=O)C2CC2)C1